PYRIMIDINE-2,4-DICARBALDEHYDE N1=C(N=C(C=C1)C=O)C=O